NC=1N=C(C2=C(N1)N(CC(=C2)C=2C=NC(=CC2)OC)[C@@H]2CC[C@H](CC2)OCCO)C trans-2-amino-8-[4-(2-hydroxyethoxy)cyclohexyl]-6-(6-methoxypyridin-3-yl)-4-methylpyrido[2,3-d]pyrimidine